N,N-diphenethyl-fumaric acid amide C(CC1=CC=CC=C1)N(C(\C=C\C(=O)O)=O)CCC1=CC=CC=C1